C(#C)C1=CC=CS1 5-Ethynyl-thiophen